N-(3-(((7-(2-aminopyrimidin-4-yl)-2,3-dihydrofuro[3,2-c]pyridin-4-yl)amino)methyl)phenyl)-4-methoxybutanamide NC1=NC=CC(=N1)C=1C2=C(C(=NC1)NCC=1C=C(C=CC1)NC(CCCOC)=O)CCO2